(2S,4R)-4-methyl-1-[1-[4-(trifluoromethoxy)phenyl]cyclopropanecarbonyl]pyrrolidine-2-carboxylic acid C[C@@H]1C[C@H](N(C1)C(=O)C1(CC1)C1=CC=C(C=C1)OC(F)(F)F)C(=O)O